O=[NH2+] N-Oxoammonium